CC1=NN(C2=C1CN(CC2)C=2C1=C(N=C(N2)C)C(=NN1C)C)CC12CCC(CC1)(CC2)N 4-((3-methyl-5-(1,3,5-trimethyl-1H-pyrazolo[4,3-d]pyrimidin-7-yl)-4,5,6,7-tetrahydro-1H-pyrazolo[4,3-c]pyridin-1-yl)methyl)bicyclo[2.2.2]octan-1-amine